COC12CCC(CC1)(CC2)CO (4-methoxybicyclo[2.2.2]oct-1-yl)methanol